ClC=1C=C(C=CC1C(=O)N1CCN(CC1)C(CCl)=O)NC(=O)C=1N(C(=CN1)C1=C(C(=C(C=C1)C=1C=NN(C1C)CCOC)F)F)C N-[3-chloro-4-[4-(2-chloroacetyl)piperazine-1-carbonyl]phenyl]-5-[2,3-difluoro-4-[1-(2-methoxyethyl)-5-methyl-pyrazol-4-yl]phenyl]-1-methyl-imidazole-2-carboxamide